NC1=NC=CC=C1C1=NC=2C(=NC(=CC2)C2=CC=CC=C2)N1C1=CC=C(CNC(C2=CC=C(C=C2)N2N=CC(=C2)C#N)=O)C=C1 N-(4-(2-(2-aminopyridin-3-yl)-5-phenyl-3H-imidazo[4,5-b]pyridin-3-yl)benzyl)-4-(4-cyano-1H-pyrazol-1-yl)benzamide